OC1(CC(C1)OC)[C@H](C=1C=C(C=CC1)N1C(C2=CC(=CC(=C2C1)C(F)(F)F)CNC1(CCC1)C)=O)C1=NN=CN1C 2-(3-((R)-((1s,3S)-1-hydroxy-3-methoxycyclobutyl)(4-methyl-4H-1,2,4-triazol-3-yl)methyl)phenyl)-6-(((1-methylcyclobutyl)amino)methyl)-4-(trifluoromethyl)isoindolin-1-one